BrC=1C(=NN(C1)C)NC(=O)[C@H]1N(C[C@@H](C1)NC1=C(C=C(C=C1[N+](=O)[O-])Br)C(=O)N1C[C@H](O[C@H](C1)C)C)CC1=CN=CC(=C1)NC (2S,4R)-N-(4-bromo-1-methyl-1H-pyrazol-3-yl)-4-((4-bromo-2-((2R,6S)-2,6-diMethylmorpholine-4-carbonyl)-6-nitrophenyl)amino)-1-(5-(methylamino)nicotinyl)pyrrolidine-2-carboxamide